(S)-4-(cyclopropyl(4-(5,6,7,8-tetrahydro-1,8-naphthyridin-2-yl)butyl)amino)-2-((((4,4-dimethylcyclohexyl)oxy)carbonyl)amino)butanoic acid C1(CC1)N(CC[C@@H](C(=O)O)NC(=O)OC1CCC(CC1)(C)C)CCCCC1=NC=2NCCCC2C=C1